5-(7-oxa-2-azaspiro[3.5]nonan-2-yl)-2-[[2-[[(2S,4S)-2,4-dimethyl-1-piperidyl]methyl]-1H-indol-6-yl]methyl]-2,7-naphthyridin-1-one C1N(CC12CCOCC2)C2=C1C=CN(C(C1=CN=C2)=O)CC2=CC=C1C=C(NC1=C2)CN2[C@H](C[C@H](CC2)C)C